4-[(1S)-1-[[4-(2-Phenoxyethylamino)tetrahydrothiopyran-4-carbonyl]amino]ethyl]benzoic acid O(C1=CC=CC=C1)CCNC1(CCSCC1)C(=O)N[C@@H](C)C1=CC=C(C(=O)O)C=C1